4-(2-bromoethoxy)-2-(difluoromethoxy)-1-methanesulfonylbenzene BrCCOC1=CC(=C(C=C1)S(=O)(=O)C)OC(F)F